FC1=CC2=C(C(=NO2)C2CCN(CC2)CCCOC=2C=C3C(CC(N4C3=C(C2)CC4)=O)C)C=C1 8-(3-(4-(6-fluorobenzo[d]isoxazol-3-yl)piperidin-1-yl)propoxy)-6-methyl-5,6-dihydro-1H-pyrrolo[3,2,1-ij]quinolin-4(2H)-one